tert-butyl (Z)-4-(5-cyano-4-(((dimethylamino)methylene)amino)-2-methoxyphenoxy)-3,3-difluoropiperidine-1-carboxylate C(#N)C=1C(=CC(=C(OC2C(CN(CC2)C(=O)OC(C)(C)C)(F)F)C1)OC)\N=C/N(C)C